C(CC)C1CCC(CC1)C1=CC=C(C=C1)C1=CC=2C(=NSN2)C=C1 5-[4-(4-propylcyclohexyl)phenyl]-2,1,3-benzothiadiazole